COC(=O)C1(C(OC2=CC=C(C=C2C1=O)Cl)C1=CC=C(C=C1)C)CC=C=CC=1C=C(C=CC1)C (-)-Methyl-6-chloro-4-oxo-2-(p-tolyl)-3-(4-(m-tolyl)buta-2,3-dien-1-yl)chromane-3-carboxylate